CCC\C=C/C (Z)-4-Hexen